5-[4-(Methylamino)-3-(trifluoromethyl)phenyl]-3,6-dihydro-2H-1,3,4-oxadiazin-2-one CNC1=C(C=C(C=C1)C1=NNC(OC1)=O)C(F)(F)F